BrC1=CC(=C(C(=C1)OC)C=1OC2=C(C=CC=C2C(C1)=O)Cl)F 2-(4-bromo-2-fluoro-6-methoxy-phenyl)-8-chloro-chromen-4-one